2,2-Bis[(3,4-dicarboxyphenoxy)phenyl]propane C(=O)(O)C=1C=C(OC2=C(C=CC=C2)C(C)(C)C2=C(C=CC=C2)OC2=CC(=C(C=C2)C(=O)O)C(=O)O)C=CC1C(=O)O